ClC=1C=C(C=CC1C(=O)N1CCN(CC1)C(=O)C1(CCNCC1)O)NC(=O)C=1N(C(=CN1)C1=C(C(=C(C=C1)OC)F)F)C N-[3-chloro-4-[4-(4-hydroxypiperidine-4-carbonyl)piperazine-1-carbonyl]phenyl]-5-(2,3-difluoro-4-methoxy-phenyl)-1-methyl-imidazole-2-carboxamide